10-(Hydroxymethyl)-7-methoxy-3,3-dimethyl-2,3,4a,9,9a,10-hexahydro-1H-indeno[1,2-c]pyrazolo[1,2-a]pyrazol-1-one OCC1C2C(N3N1C(CC3(C)C)=O)C=3C=CC(=CC3C2)OC